6-oxo-N-(5-{1-[4-(trifluoromethyl)phenyl]-1H-pyrazol-4-yl}-1H-indol-3-yl)-1,4,5,6-tetrahydropyridazine-3-carboxamide O=C1CCC(=NN1)C(=O)NC1=CNC2=CC=C(C=C12)C=1C=NN(C1)C1=CC=C(C=C1)C(F)(F)F